3-Cyclopentene-1,2-diol C1(C(C=CC1)O)O